O1COCC2=C1C=CC(=C2)C(N2CCN(CC2)C(=O)OC(C)(C)C)C2=CC1=C(OCOC1)C=C2 tert-Butyl 4-(bis(4H-benzo[d][1,3]dioxin-6-yl)methyl)piperazine-1-carboxylate